(E)-2-(3,4-dimethoxyphenyl)-2-(4,4-bis(4-methoxyphenyl)-1,3-butadienyl)-1,3-dithiane COC=1C=C(C=CC1OC)C1(SCCCS1)\C=C\C=C(C1=CC=C(C=C1)OC)C1=CC=C(C=C1)OC